C1(CC1)C1=CC(=NN1)C(=O)N1C[C@H]2C([C@H]2C1)(C1=NOC2(CC2)C1)C (5-Cyclopropyl-1H-pyrazol-3-yl)[(1R,5S,6r)-6-methyl-6-(4-oxa-5-azaspiro[2.4]hept-5-en-6-yl)-3-azabicyclo[3.1.0]hex-3-yl]methanon